(2S,6R*)-N-[(1S)-1-cyano-2-[4-(3-methyl-2-oxo-2,3-dihydro-1,3-benzoxazol-5-yl)phenyl]ethyl]-6-hydroxy-6-methyl-1,4-oxazocane-2-carboxamide C(#N)[C@H](CC1=CC=C(C=C1)C=1C=CC2=C(N(C(O2)=O)C)C1)NC(=O)[C@H]1OCC[C@@](CNC1)(C)O |o1:28|